N1(N=CN=C1)C(=O)N1[C@@H](CCCC1)CN1N=C(C(=C1)C(=O)N)C1=CC=C(C=C1)OC1=CC=CC=C1 (S)-1-((1-(1H-1,2,4-triazole-1-carbonyl)piperidin-2-yl)methyl)-3-(4-phenoxyphenyl)-1H-pyrazole-4-carboxamide